(R)-N-(7-methoxy-2-methylimidazo[1,2-a]pyridin-6-yl)-5-(3-(methylamino)pyrrolidin-1-yl)pyrazine-2-carboxamide sodium o-bromomethylbenzenesulfonate BrCC1=C(C=CC=C1)S(=O)(=O)[O-].[Na+].COC1=CC=2N(C=C1NC(=O)C1=NC=C(N=C1)N1C[C@@H](CC1)NC)C=C(N2)C